(E)-N2-{(2E)-3-[2-(benzoyloxy)phenyl]prop-2-en-1-ylidene}-L-arginine C(C1=CC=CC=C1)(=O)OC1=C(C=CC=C1)/C=C/C=N[C@@H](CCCN\C(\N)=N\[H])C(=O)O